CC1=C(C(=CC=C1)C)P(C1CCCCC1)C1CCCCC1 (2,6-dimethylphenyl)dicyclohexylphosphine